4-amino-N-(4-bromo-2-methylphenyl)-1-cyclopentyl-1H-pyrazolo[3,4-d]pyrimidine-3-carboxamide NC1=C2C(=NC=N1)N(N=C2C(=O)NC2=C(C=C(C=C2)Br)C)C2CCCC2